ethyl 2-(2-((5-(3-(aminomethyl)phenyl)-2-propylbenzofuran-3-yl)methoxy)-4-methylphenyl)acetate NCC=1C=C(C=CC1)C=1C=CC2=C(C(=C(O2)CCC)COC2=C(C=CC(=C2)C)CC(=O)OCC)C1